N[C@@H](CCC(=O)N[C@@H](CC(C)C)C(=O)O)C(=O)O L-gamma-Glutamyl-L-leucine